Silicon chloride ethyl-(S)-6-(tert-butyl)-10-hydroxy-2-oxo-6,7-dihydro-2H-benzofuro[2,3-a]quinolizine-3-carboxylate C(C)OC(=O)C1=CN2[C@@H](CC3=C(C2=CC1=O)OC1=C3C=CC(=C1)O)C(C)(C)C.[Si](Cl)(Cl)(Cl)Cl